ClC=1C=NC(=NC1)C=1C=C2CCN(CC2=CC1)C=1N=C(C2=C(N1)CC[S@]2=O)NC2(CCC2)CO (R)-2-(6-(5-Chloropyrimidin-2-yl)-3,4-dihydro-isoquinolin-2(1H)-yl)-4-((1-(hydroxymethyl)cyclobutyl)amino)-6,7-dihydro-thieno[3,2-d]pyrimidine 5-oxide